(2S,5R)-5-(2-chlorophenyl)-1-(2',5'-dichloro-[1,1'-biphenyl]-4-carbonyl)pyrrolidine-2-carboxylic acid ClC1=C(C=CC=C1)[C@H]1CC[C@H](N1C(=O)C1=CC=C(C=C1)C1=C(C=CC(=C1)Cl)Cl)C(=O)O